4-((dimethylamino)methyl)-N-(3-methoxybenzyl)-N-(4-morpholinobenzyl)oxazol-2-amine CN(C)CC=1N=C(OC1)N(CC1=CC=C(C=C1)N1CCOCC1)CC1=CC(=CC=C1)OC